FC1=C(N)C=CC(=C1CCC=1C=C2C(=CN1)NN=C2)F 2,4-difluoro-3-(2-[1H-pyrazolo[3,4-c]pyridin-5-yl]ethyl)aniline